(1R,2S,5S)-8-(2,2-diphenylacetyl)-3-(morpholine-4-carbonyl)-3,8-diazabicyclo[3.2.1]octane-2-carboxylic acid C1(=CC=CC=C1)C(C(=O)N1[C@H]2[C@H](N(C[C@@H]1CC2)C(=O)N2CCOCC2)C(=O)O)C2=CC=CC=C2